2-((4-((3-(4-chlorophenyl)-3-phenylureido)methyl)cyclohexyl)methoxy)acetic acid ClC1=CC=C(C=C1)N(C(NCC1CCC(CC1)COCC(=O)O)=O)C1=CC=CC=C1